(1-(7-morpholino-2-(trimethylsilyl)furo[3,2-b]pyridin-5-yl)-3-(m-tolyl)-1H-pyrazol-5-yl)methanol O1CCN(CC1)C1=C2C(=NC(=C1)N1N=C(C=C1CO)C=1C=C(C=CC1)C)C=C(O2)[Si](C)(C)C